tert-Butyl (2-((3-((2-aminoethyl)sulfonamido)-5-bromopyridin-2-yl)oxy)ethyl)(isopropyl)carbamat NCCS(=O)(=O)NC=1C(=NC=C(C1)Br)OCCN(C(OC(C)(C)C)=O)C(C)C